ClC=1C=CC(=C2C=C(NC12)C(=O)N1[C@H]2CC([C@@H]([C@@H]1C(=O)N[C@@H](C[C@@H]1C(NCCC1)=O)C#N)CC2)(F)F)F (1R,3R,4R)-2-(7-chloro-4-fluoro-1H-indole-2-carbonyl)-N-[(1S)-1-cyano-2-[(3R)-2-oxo-3-piperidyl]ethyl]-5,5-difluoro-2-azabicyclo[2.2.2]octane-3-carboxamide